C1(CC[C@@H](C\C=C/CC)O1)=O (S,Z)-6-Nonen-4-olide